ClC=1C=C(C=C(C1)Cl)C1=CN=C2N1N=CC(=C2OC)C(=O)OCC ethyl 3-(3,5-dichlorophenyl)-8-methoxyimidazo[1,2-b]pyridazine-7-carboxylate